CC1(C(=C(C1)C1=C(C=CC=C1)NC(C)=O)C=1SC=CC1)C N-(2-(3,3-dimethyl-2-(2-thienyl)cyclobut-1-en-1-yl)phenyl)acetamide